FCCC1=NC(=NO1)C=1C(=C(C=CC1)NC1=C(N=NC=C1)C(=O)NC)OC([2H])([2H])[2H] 4-((3-(5-(2-fluoroethyl)-1,2,4-oxadiazol-3-yl)-2-(methoxy-d3)phenyl)amino)-N-methylpyridazine-3-carboxamide